C1=C(C=CC2=CC=CC=C12)OCCCCC(C(=O)O)=C 4-(naphthalen-2-yloxy)butylacrylic acid